5-(hydroxymethyl)-N,N-bis[(4-methoxyphenyl)methyl]-1-(oxan-2-yl)-1H-pyrazole-4-sulfonamide OCC1=C(C=NN1C1OCCCC1)S(=O)(=O)N(CC1=CC=C(C=C1)OC)CC1=CC=C(C=C1)OC